3-Amino-2-chloro-6-methyl-phenol NC=1C(=C(C(=CC1)C)O)Cl